OC(=O)C(F)(F)F.[C@]12(CNC[C@H]2C1)C1=CC=C(C=C1)C=1C=NC(=C(C(=O)NC2CCC(CC2)O)C1)N 5-(4-((1r,5s)-3-azabicyclo[3.1.0]hex-1-yl)phenyl)-2-amino-N-((1r,4r)-4-hydroxycyclohexyl)nicotinamide TFA salt